6-[1-(aminomethyl)-6-azaspiro[2.5]octan-6-yl]-3-(2,3-dichlorophenyl)-2,5-dimethyl-3,4-dihydropyrimidin-4-one NCC1CC12CCN(CC2)C2=C(C(N(C(=N2)C)C2=C(C(=CC=C2)Cl)Cl)=O)C